ClC=1C=C(C=C(C1)F)C1=NC(=CC(=C1)CN1CCC(CC1)CNC(OC)=O)OC=1C=NC(=NC1)N1CCNCC1 methyl ((1-((2-(3-chloro-5-fluorophenyl)-6-((2-(piperazin-1-yl)pyrimidin-5-yl)oxy)pyridin-4-yl)methyl)piperidin-4-yl)methyl)carbamate